5-Chloro-3-methyl-2-{7-[(oxetan-3-yl)methyl]-7H-pyrrolo[2,3-c]pyridazin-3-yl}phenol ClC=1C=C(C(=C(C1)O)C1=CC2=C(N=N1)N(C=C2)CC2COC2)C